2-[2-[2-[2-[2,3-bis[8-(1-ethylpentoxy)-8-oxo-octoxy] propoxy]ethoxy]ethoxy]ethoxy]ethyl 1,4-dimethylpiperidine-4-carboxylate CN1CCC(CC1)(C(=O)OCCOCCOCCOCCOCC(COCCCCCCCC(OC(CCCC)CC)=O)OCCCCCCCC(=O)OC(CCCC)CC)C